N(=[N+]=[N-])CCOCCOCCOCC[C@H](C1=CC(=CC=C1)C(N[C@H]1CC(OC2=CC=CC=C12)(C)C)=O)N1C(NC(CC1=O)(CC)CC)=[NH2+] [1-[(1R)-3-[2-[2-(2-azidoethoxy)ethoxy]ethoxy]-1-[3-[[(4S)-2,2-dimethylchroman-4-yl]carbamoyl]phenyl]propyl]-4,4-diethyl-6-oxo-hexahydropyrimidin-2-ylidene]ammonium